4-Nitrophenyl-N-acetyl-beta-D-galactosamine [N+](=O)([O-])C1=CC=C(C=C1)[C@]1(O)[C@H](NC(C)=O)[C@@H](O)[C@@H](O)[C@H](O1)CO